NC1=C(C=CC(=C1)C1CCC1)C(C(F)(F)F)=O 1-(2-amino-4-cyclobutylphenyl)-2,2,2-trifluoroethan-1-one